C(C)N1N=C2N=C(C=NC2=C1)N[C@@H](C)C=1C=C(C=CC1)NC(C1=CN=CC(=C1)OC)=O (S)-N-(3-(1-((2-ethyl-2H-pyrazolo[3,4-b]pyrazin-6-yl)amino)ethyl)phenyl)-5-methoxynicotinamide